C(CCC(C)(C)C)(=O)OOC(C(CC)O)(C)C 2-hydroxy-1,1-dimethylbutyl peroxyneoheptanoate